ClC1=C2C=NN(C2=C(C=C1)C(=O)NC1CC2(CCC2)C1)CC1=CC=C(C=C1)C(C)(C)C (Ra)-6-(4-Chloro-1-(4-(tert-butyl)benzyl)-1H-indazol-7-carboxamido)spiro[3.3]heptan